C(#N)C(C(=O)OC(CCC)O)C#N butanediol dicyanoacetate